N-feruloyltyramine C(\C=C\C1=CC(OC)=C(O)C=C1)(=O)NCCC1=CC=C(C=C1)O